6-(tert-Butyl)-12-(difluoromethoxy)-1-ethyl-9-oxo-1,2,3,4,5,6,9,10-octahydroquinolino[7,8-f]quinoline-8-carboxylic acid C(C)(C)(C)C1C=2C=C(C(NC2C=2C(=C3CCCN(C3=C(C2)OC(F)F)CC)C1)=O)C(=O)O